5-[4-[[(3S,4R)-3-Hydroxytetrahydropyran-4-yl]amino]pyrido[3,4-d]pyridazin-1-yl]-2,3-dihydrobenzofuran-4-ol O[C@@H]1COCC[C@H]1NC=1N=NC(=C2C1C=NC=C2)C2=CC=C1C(CCO1)=C2O